(S)-2-amino-3-(4-bromophenyl)propionic acid tert-butyl ester C(C)(C)(C)OC([C@H](CC1=CC=C(C=C1)Br)N)=O